(R)-4-ethoxy-6-(1-(5'-(methoxymethyl)-7'-((2-(methylamino)-1H-imidazol-1-yl)methyl)-1'-oxo-1'H-spiro[cyclobutane-1,4'-isoquinoline]-2'(3'H)-yl)ethyl)nicotinonitrile C(C)OC1=CC(=NC=C1C#N)[C@@H](C)N1C(C2=CC(=CC(=C2C2(C1)CCC2)COC)CN2C(=NC=C2)NC)=O